CC1(OB(OC1(C)C)C[C@@H]1CN(CCO1)C(=O)OC(C)(C)C)C tert-butyl (R)-2-((4,4,5,5-tetramethyl-1,3,2-dioxaborolan-2-yl)methyl)morpholine-4-carboxylate